(S)-tert-butyl 1-(5-(benzylthio)pyridin-2-ylamino)-1-oxo-3-phenylpropan-2-ylcarbamate C(C1=CC=CC=C1)SC=1C=CC(=NC1)NC([C@H](CC1=CC=CC=C1)NC(OC(C)(C)C)=O)=O